[C@H]1([C@H](O)[C@H](O)[C@@H](O)[C@@H](O1)C)NC(\C=C\C1=CC(OC)=C(O)C=C1)=O N-(beta-L-rhamnopyranosyl)ferulic acid amide